(S)-tert-butyl 1-(4-(benzylthio)-3-chlorophenylamino)-1-oxo-3-phenylpropan-2-ylcarbamate C(C1=CC=CC=C1)SC1=C(C=C(C=C1)NC([C@H](CC1=CC=CC=C1)NC(OC(C)(C)C)=O)=O)Cl